(4R)-N-[4-morpholino-8-(2,3,5-trifluorophenyl)-3-quinolinyl]chroman-4-carboxamide lithium [Li].O1CCN(CC1)C1=C(C=NC2=C(C=CC=C12)C1=C(C(=CC(=C1)F)F)F)NC(=O)[C@@H]1CCOC2=CC=CC=C12